(1s,4s)-1-amino-4-methylcyclohexane-1-carboxylic acid NC1(CCC(CC1)C)C(=O)O